N-[1-(3-bromophenyl)cyclopropyl]-5-(6-ethoxypyrazin-2-yl)-1,3-thiazole-2-carboxamide BrC=1C=C(C=CC1)C1(CC1)NC(=O)C=1SC(=CN1)C1=NC(=CN=C1)OCC